C(C)(C)(C)C=1C=C(C=C(C1)I)C1[C@@H]2CN(C[C@H]12)C(=O)C1CC2(C1)NC(OC2)=O 2-((1R,5S,6S)-6-(3-(tert-butyl)-5-iodophenyl)-3-azabicyclo[3.1.0]hexane-3-carbonyl)-7-oxa-5-azaspiro[3.4]octan-6-one